(S)-methyl 2-(3-(5-(4-(3-((4-methyl-5-(pyrimidin-4-yl)-4H-1,2,4-triazol-3-yl)methylamino)benzamido)chroman-6-yloxy)pentyloxy)propoxy)acetate CN1C(=NN=C1C1=NC=NC=C1)CNC=1C=C(C(=O)N[C@H]2CCOC3=CC=C(C=C23)OCCCCCOCCCOCC(=O)OC)C=CC1